N-chloro-N-methyl-N-pentylamine ClN(CCCCC)C